[K].CN(CCNC=1N=CC(=NC1)S(=O)(=O)NC(NC1=C2CCCC2=CC=2CCCC12)=O)C 5-((2-(Dimethylamino)ethyl)amino)-N-((1,2,3,5,6,7-hexahydro-s-indacen-4-yl)carbamoyl)pyrazine-2-sulfonamide, potassium Salt